1-(5-(tert-butyl)isoxazol-3-yl)-3-(4-(7-methyl-6-(quinolin-3-yl)imidazo[1,2-a]pyridine-3-carbonyl)phenyl)urea C(C)(C)(C)C1=CC(=NO1)NC(=O)NC1=CC=C(C=C1)C(=O)C1=CN=C2N1C=C(C(=C2)C)C=2C=NC1=CC=CC=C1C2